C(C)(=O)OC(C)(C)C1=C(C=C(C=C1)OC1=C(C=C(C=C1C)F)C)C=1C2=C(C(N(C1)C)=O)C=C(O2)C2=CN=C(N2)C2COCC2 2-(4-(4-fluoro-2,6-dimethylphenoxy)-2-(5-methyl-4-oxo-2-(2-(tetrahydrofuran-3-yl)-1H-imidazole-5-yl)-4,5-dihydrofuro[3,2-c]pyridin-7-yl)phenyl)propan-2-yl acetate